4-cyclopropyl-N-(2-methoxyethyl)aniline C1(CC1)C1=CC=C(NCCOC)C=C1